ClC=1C=C(C(=NC1)OC(F)F)B(O)O (5-chloro-2-(difluoromethoxy)pyridin-3-yl)boronic acid